COC=1C=C(C=CC1OC)C=1OC2=C(C(C1)=O)C(=C(C(=C2OC)OC)OC)OC 2-(3,4-dimethoxyphenyl)-5,6,7,8-tetramethoxy-4H-1-benzopyran-4-one